3-(3-(7-(2-amino-6-chlorophenyl)-6-fluoro-2,4-dioxo-3,4-dihydropyrido[2,3-d]pyrimidin-1(2H)-yl)-2-isopropyl-pyridin-4-yl)propanoic acid NC1=C(C(=CC=C1)Cl)C=1C(=CC2=C(N(C(NC2=O)=O)C=2C(=NC=CC2CCC(=O)O)C(C)C)N1)F